thiocyanate, hydrochloride Cl.[S-]C#N